ClC1=CC=C(C=C1)COC1=NC=2CN(CCC2C=C1C)CC1=NC2=C(N1C[C@H]1OCC1)C(=C(C=C2)C(=O)O)F 2-({2-[(4-Chlorophenyl)methoxy]-3-methyl-5,6,7,8-tetrahydro-1,7-naphthyridin-7-yl}methyl)-7-fluoro-1-{[(2S)-oxetan-2-yl]methyl}-1H-1,3-benzodiazole-6-carboxylic acid